Ethyl-2-{4,10-bis(2-tert-butoxy-2-oxoethyl)-7-[1-methoxy-1-oxopropan-2-yl]-1,4,7,10-tetraaza-cyclododecan-1-yl}-3-{4-[2-(2-ethoxyethoxy)ethoxy]phenyl}propanoate C(C)OC(C(CC1=CC=C(C=C1)OCCOCCOCC)N1CCN(CCN(CCN(CC1)CC(OC(C)(C)C)=O)C(C(=O)OC)C)CC(=O)OC(C)(C)C)=O